2-[6-bromo-3-(trifluoromethyl)indazol-2-yl]ethanol butyl-(4-((4-(3-(2,4-dioxotetrahydropyrimidin-1(2H)-yl)benzoyl)piperazin-1-yl)methyl)piperidin-1-yl)carbamate C(CCC)N(C(=O)OCCN1N=C2C=C(C=CC2=C1C(F)(F)F)Br)N1CCC(CC1)CN1CCN(CC1)C(C1=CC(=CC=C1)N1C(NC(CC1)=O)=O)=O